4-(Chloromethyl)-1-(2-methylsulfonylethyl)pyrazole tert-butyl-2-((1-(3-(4,4-dimethylcyclohex-1-en-1-yl)-2,7-dimethyl-1-oxo-1,2-dihydroisoquinolin-5-yl)ethyl)amino)benzoate C(C)(C)(C)OC(C1=C(C=CC=C1)NC(C)C1=C2C=C(N(C(C2=CC(=C1)C)=O)C)C1=CCC(CC1)(C)C)=O.ClCC=1C=NN(C1)CCS(=O)(=O)C